COC1=CC(=CC(=C1O)OC)/C=C/C(=O)OC[C@@H]2[C@H]([C@@H]([C@H](C(=O)O2)O)O)O The molecule is the 6-O-sinapoyl derivative of D-glucono-1,5-lactone. It has a role as a plant metabolite. It derives from a D-glucono-1,5-lactone and a trans-sinapic acid.